cyclopent-3-ene-1-carboxylic acid ethyl ester C(C)OC(=O)C1CC=CC1